2-{[(2S)-4-{6-[(4-cyano-2-fluorobenzyl)oxy]pyridin-2-yl}-2-methylpiperazin-1-yl]methyl}-3-[(2S)-oxetan-2-ylmethyl]-3H-imidazo[4,5-b]pyridine-5-carboxylic acid C(#N)C1=CC(=C(COC2=CC=CC(=N2)N2C[C@@H](N(CC2)CC2=NC=3C(=NC(=CC3)C(=O)O)N2C[C@H]2OCC2)C)C=C1)F